S1N=NC(=C1)CC#N 1,2,3-thiadiazoleacetonitrile